2-hydroxypropane-1,3-diylbis(behenate) OC(CCCCCCCCCCCCCCCCCCCCCCC(=O)[O-])CCCCCCCCCCCCCCCCCCCCCCC(=O)[O-]